ClC=1C(=C(N2N=C(N=CC21)N[C@@H]2[C@H](COCC2)O)C(C)C(C)(C)F)C#N 5-chloro-7-(3-fluoro-3-methylbutan-2-yl)-2-(((3R,4S)-3-hydroxytetrahydro-2H-pyran-4-yl)amino)pyrrolo[2,1-f][1,2,4]triazine-6-carbonitrile